C(C=C)(=O)OCCOC(CCC(=O)O)=O succinic acid mono-(2-acryloyloxy-ethyl) ester